ClC1=NC=C(C(=C1)C1=C(C=NC(=C1)C)C(=O)NC=1SC2=C(N1)CN(C2)C(C2=C(N=C(C=C2)OC)OC)=O)OC 2'-chloro-N-(5-(2,6-dimethoxynicotinoyl)-5,6-dihydro-4H-pyrrolo[3,4-d]thiazol-2-yl)-5'-methoxy-6-methyl-[4,4'-bipyridine]-3-carboxamide